(1S,2S,3R,4S,6R)-4,6-diazido-3-(((2R,6S)-3-azido-6-((S)-(benzyl((benzyloxy)carbonyl)amino)(cyclopropyl)methyl)tetrahydro-2H-pyran-2-yl)oxy)cyclohexane-1,2-diyl diacetate C(C)(=O)O[C@@H]1[C@H]([C@@H]([C@H](C[C@H]1N=[N+]=[N-])N=[N+]=[N-])O[C@H]1O[C@@H](CCC1N=[N+]=[N-])[C@H](C1CC1)N(C(=O)OCC1=CC=CC=C1)CC1=CC=CC=C1)OC(C)=O